2-[5-(chloromethyl)-2H-1,2,3,4-tetrazol-2-yl]-1-(4-chlorophenyl)ethan-1-one ClCC=1N=NN(N1)CC(=O)C1=CC=C(C=C1)Cl